C[SiH2]CCCCCCCC methylsilyl-octane